[Cl-].C(CCC)[N+]1=CC=C(C=C1)CCCC 1-butyl-4-butyl-pyridinium chloride